6-(2,6-difluoro-3,5-bis(methoxy-d3)phenyl)-3-(1-methyl-4-nitro-1H-pyrazol-5-yl)-4,5,6,7-tetrahydro-1H-indazole FC1=C(C(=C(C=C1OC([2H])([2H])[2H])OC([2H])([2H])[2H])F)C1CCC=2C(=NNC2C1)C1=C(C=NN1C)[N+](=O)[O-]